ClC=1C=CC=C2C=CC=C(C12)C1=C(C=2N=C(N=C(C2C=N1)N(C)CC1CN(C1)C#N)OCC12CCCN2CCC1)F 3-(((7-(8-chloronaphthalen-1-yl)-8-fluoro-2-((tetrahydro-1H-pyrrolizin-7a(5H)-yl)methoxy)pyrido[4,3-d]pyrimidin-4-yl)(methyl)amino)methyl)azetidine-1-carbonitrile